C1(=CC=CC=C1)CC(=O)NC=1SC(=NN1)O[C@H]1CN(CC1)C=1N=NC=CC1 2-phenyl-N-(5-{[(3R)-1-(pyridazin-3-yl)pyrrolidin-3-yl]oxy}-1,3,4-thiadiazol-2-yl)acetamide